C1(=C(C(=C(C(=C1[2H])[2H])[2H])[2H])[2H])C1=C(C(=CC=C1)C1=C(C(=C(C(=C1[2H])[2H])[2H])[2H])[2H])NC=1C(=CC=CC1)NC1=CC(=CC=C1)OC1=CC(=CC=C1)N(C1=NC=CC(=C1)C(C)(C)C)C1=C(C=CC=C1C1=CC=CC=C1)C1=CC=CC=C1 N1-([1,1':3',1''-Terphenyl]-2'-yl-2,2'',3,3'',4,4'',5,5'',6,6''-d10)-N2-(3-(3-([1,1':3',1''-terphenyl]-2'-yl(4-(tert-butyl)pyridin-2-yl)amino)phenoxy)phenyl)benzene-1,2-diamine